C1(C=CC=C1)[Ti](C1=C(C(=CC=C1F)N(CC1CCCCC1)C1=CC=C(C=C1)C)F)(C1=C(C(=CC=C1F)N(CC1CCCCC1)C1=CC=C(C=C1)C)F)C1C=CC=C1 bis(cyclopentadienyl)bis[2,6-difluoro-3-(N-cyclohexylmethyl-(4-toluyl)amino)phenyl]titanium